OC1=C(C=C(C=C1C(C1=CC=CC=C1)(C)C)C(C1=CC=CC=C1)(C)C)N1N=C2C(=N1)C=CC=C2 2-[2-hydroxy-3,5-bis(alpha,alpha-dimethylbenzyl)phenyl]benzotriazole